FC=1C=C(C=CC1C=1C=NNC(C1)=O)NC([C@H](C(C1=CC=CC=C1)C1=CC=CC=C1)NC(=O)C1=CC=NN1C)=O (S)-N-(1-((3-fluoro-4-(6-oxo-1,6-dihydropyridazin-4-yl)phenyl)amino)-1-oxo-3,3-diphenylpropan-2-yl)-1-methyl-1H-pyrazole-5-carboxamide